CC(CO)(CO)NCCN1C=CC2=CC=C(C=C12)OCCC1=C(C=CC=C1)C(F)(F)F 2-methyl-2-((2-(6-(2-(trifluoromethyl)phenethoxy)-1H-indol-1-yl)ethyl)amino)propane-1,3-diol